[(phenylcarbonyl)amino]-4-pyridinecarboxylic acid C1(=CC=CC=C1)C(=O)NC1=NC=CC(=C1)C(=O)O